C(=O)(O)[C@H](CC(=O)C1=CC2=C(S1)C=C(C(=C2)OCCCOC=2C=C1CN(CC1=CC2OC)C(C[C@@H](C(=O)O)C)=O)C#C)C (S)-4-(5-(3-((2-((S)-3-carboxybutanoyl)-6-ethynyl-benzo[b]thiophen-5-yl)oxy)propoxy)-6-methoxy-isoindolin-2-yl)-2-methyl-4-oxobutanoic acid